8-fluoro-7-methyl-6-(1-((4,5,6,7-tetrahydropyrazolo[1,5-a]pyridin-3-yl)sulfonyl)piperidin-4-yl)-[1,2,4]triazolo[1,5-a]pyridine FC=1C=2N(C=C(C1C)C1CCN(CC1)S(=O)(=O)C=1C=NN3C1CCCC3)N=CN2